ClC=1C(=NC(=CC1)C)N1C(C2=CC(=C(C=C2C(=C1)C(C)C)C=1N=C(N(C1)C)C(C)(C)O)F)=O 2-(3-Chloro-6-methylpyridin-2-yl)-7-fluoro-6-(2-(2-hydroxypropan-2-yl)-1-methyl-1H-imidazol-4-yl)-4-isopropylisoquinolin-1(2H)-one